N[C@@H]1[C@@H](OCC12CCN(CC2)C=2C(=NC(=C(N2)C)C=2N(C(N=CC2)N2C(CCC2)CO)Cl)CO)C (3-((3S,4S)-4-amino-3-methyl-2-oxa-8-azaspiro[4.5]decan-8-yl)-6-(3-chloro-2-(2-(hydroxymethyl)pyrrolidin-1-yl)pyrimidin-4-yl)-5-methylpyrazin-2-yl)methanol